3,5-dinitroo-toluamide [N+](=O)([O-])C1=C(C(=CC(=C1)[N+](=O)[O-])C)C(=O)N